methyl (1R,2S,5S)-3-[(2S,3S)-2-(benzyloxycarbonylamino)-3-methyl-pentanoyl]-6,6-dimethyl-3-azabicyclo[3.1.0]hexane-2-carboxylate C(C1=CC=CC=C1)OC(=O)N[C@H](C(=O)N1[C@@H]([C@H]2C([C@H]2C1)(C)C)C(=O)OC)[C@H](CC)C